bis(dimethylaminoethyl) ether CN(C)CCOCCN(C)C